(R)-N-(4-cyclohexylbenzyl)-N-(1-oxo-1,2-dihydrophthalazin-6-yl)-1-((perfluorophenyl)sulfonyl)azetidine-2-carboxamide C1(CCCCC1)C1=CC=C(CN(C(=O)[C@@H]2N(CC2)S(=O)(=O)C2=C(C(=C(C(=C2F)F)F)F)F)C=2C=C3C=NNC(C3=CC2)=O)C=C1